1-(3-bromo-5-fluorophenyl)prop-2-en-1-one BrC=1C=C(C=C(C1)F)C(C=C)=O